N[C@@H]1C(OC1)=O (S)-3-AMINO-2-OXETANONE